CN1N=C(C2=CC(=CC=C12)C=1C(=NN2C1N=C(C=C2NCC2=CC=C(C=C2)S(=O)(=O)N)C)C)C 4-(((3-(1,3-dimethyl-1H-indazol-5-yl)-2,5-dimethylpyrazolo[1,5-a]pyrimidin-7-yl)amino)methyl)benzenesulfonamide